C1(=CC=CC=C1)CCS(=O)(=O)SC(C(=O)O)C 2-[(2-phenylethanesulfonyl)mercapto]propanoic acid